NCC=1C2=C(C(NN1)=O)C(=NC(=C2)C2(C(=C(C(C#N)(C(=C2)OC2CC2)C)C2=CC=NN2)F)Cl)Cl 4-(1-(Aminomethyl)-5-chloro-4-oxo-3,4-dihydropyrido[3,4-d]pyridazin-7-yl)-1-methyl-(1H-pyrazol-5-yl)-4-chloro-6-cyclopropoxy-3-fluorobenzonitrile